1-phenyl-N-{[(3R,5aS,6R,8aS,9R,10S,12R,12aR)-3,6,9-trimethyldecahydro-12H-3,12-epoxypyrano[4,3-j][1,2]benzodioxepin-10-yl]methyl}methanamine C1(=CC=CC=C1)CNC[C@@H]1[C@@H]([C@@H]2CC[C@H]([C@@H]3CC[C@]4(OO[C@]32[C@H](O1)O4)C)C)C